2,2-Dimethoxy-propan COC(C)(C)OC